CC1=CC(=C(N=N1)OC1C[C@@H]2COC[C@H](C1)N2)C2=CC=1N(C=C2)N=C(C1)NC1=NC=CN=C1 5-[6-methyl-3-[[(1S,5R)-3-oxa-9-azabicyclo[3.3.1]nonan-7-yl]oxy]pyridazin-4-yl]-N-pyrazin-2-yl-pyrazolo[1,5-a]pyridin-2-amine